BrC1=C2C(=C(C=3CN(CC13)CCCCCCCC)OCCOCCOC)CN(C2)CCCCCCCC 4-bromo-8-(2-(2-methoxyethoxy)ethoxy)-2,6-dioctyl-1,2,3,5,6,7-hexahydropyrrolo[3,4-f]isoindole